(2S,4R)-1-[(2S)-2-amino-3,3-dimethyl-butanoyl]-N-[(1S)-1-(4-ethynylphenyl)ethyl]-4-hydroxy-pyrrolidine-2-carboxamide N[C@H](C(=O)N1[C@@H](C[C@H](C1)O)C(=O)N[C@@H](C)C1=CC=C(C=C1)C#C)C(C)(C)C